FC=1C=C2C(=NN(C2=CC1)C)C(=O)O 5-fluoro-1-methyl-1H-indazole-3-carboxylic acid